BrCC=1C(=NOC1C1CC1)COC1=C(C=CC=C1C)C 4-(bromomethyl)-5-cyclopropyl-3-((2,6-dimethylphenoxy)methyl)isoxazole